(2S)-2-amino-3-{4-[(Propan-2-ylsulfanyl)carbonyl]phenyl}propanoic acid N[C@H](C(=O)O)CC1=CC=C(C=C1)C(=O)SC(C)C